(2S,3R)-2-amino-3-(2-chlorophenyl)-3-hydroxypropanoic acid N[C@H](C(=O)O)[C@H](O)C1=C(C=CC=C1)Cl